COC1CCC2OC3(C(N21)=O)CCN(CC3)C(=O)OCC3=CC=CC=C3 Benzyl 5'-methoxy-3'-oxotetrahydro-3'H-spiro[piperidine-4,2'-pyrrolo[2,1-b]oxazole]-1-carboxylate